(4R)-4-methyl-3,4-dihydro-2H-5,1,2-benzoxathiazepine 1,1-dioxide C[C@@H]1CNS(C2=C(O1)C=CC=C2)(=O)=O